4-Chloro-N-(2,3-dihydrobenzo[b][1,4]dioxin-6-yl)-5-(trifluoromethyl)pyrimidin-2-amine ClC1=NC(=NC=C1C(F)(F)F)NC1=CC2=C(OCCO2)C=C1